CN(C1=C(C=CC=C1)NSC)SC methyldi(methylthio)phenylenediamine